cis-2,4,7,9-tetramethyldecen CC(=C)CC(CCC(CC(C)C)C)C